O[C@H]1[C@@H](C2=CC=CC=C2C(C1)(C)C)NC(=O)NC=1C=C(C(=NC1C1=CC=CC=C1)C1=CC(=NC=C1)C(F)(F)F)C 1-((1R,2R)-2-hydroxy-4,4-dimethyl-1,2,3,4-tetrahydronaphthalen-1-yl)-3-(3-methyl-6-phenyl-2'-(trifluoromethyl)-[2,4'-bipyridin]-5-yl)urea